8-(methylsulfinyl)-octane CS(=O)CCCCCCCC